BrC=1C=C(C(=C(C1)N\N=C\C1CCN(CC1)C(=O)OC(C)(C)C)[N+](=O)[O-])F tert-Butyl (E)-4-((2-(5-bromo-3-fluoro-2-nitrophenyl)hydrazono)methyl)piperidine-1-carboxylate